2-(tert-butyl)-9,10-bis(naphthalen-2-yl)anthracene Ethyl-4-(4-fluorophenyl)-5-oxo-3-thioxo-2,3,4,5-tetrahydro-1,2,4-triazine-6-carboxylate C(C)OC(=O)C=1C(N(C(NN1)=S)C1=CC=C(C=C1)F)=O.C(C)(C)(C)C1=CC2=C(C3=CC=CC=C3C(=C2C=C1)C1=CC2=CC=CC=C2C=C1)C1=CC2=CC=CC=C2C=C1